5-((7-amino-2,3-diethylpyrido[3,4-b]pyrazin-8-yl)ethynyl)-N-(4-((4-methylpiperazin-1-yl)methyl)-3-(trifluoromethyl)phenyl)nicotinamide NC1=C(C=2C(=NC(=C(N2)CC)CC)C=N1)C#CC=1C=NC=C(C(=O)NC2=CC(=C(C=C2)CN2CCN(CC2)C)C(F)(F)F)C1